pentachlorothiophenol zinc salt [Zn].ClC1=C(C(=C(C(=C1S)Cl)Cl)Cl)Cl